C1=CC=CC=2C3=CC=CC=C3C(C12)COC(=O)NCCOCCC(=O)N(CCNC(CCOCCOCCOCCC(=O)OC(C)(C)C)=O)CCNC(CCOCCOCCC(=O)OC(C)(C)C)=O Di-tert-butyl 17-(3-(2-((((9H-fluoren-9-yl)methoxy)carbonyl)amino)ethoxy)propanoyl)-13,21-dioxo-4,7,10,24,27-pentaoxa-14,17,20-triazatriacontanedioate